C(C)(=O)SCC(C(=O)N[C@@H](CCSC)C(=O)O)CC1=C(C=CC=C1)C N-[2-acetylthiomethyl-3-(2-methyl-phenyl)propionyl]-methionine